O,O-DIETHYL S-((2-HYDROXYPHENYL)(2-METHOXYPHENYL)METHYL) PHOSPHOROTHIOATE P(OCC)(OCC)(SC(C1=C(C=CC=C1)OC)C1=C(C=CC=C1)O)=O